CNCCCOC=1C=CC(=NC1)C1=NC=CC(=C1)C1=NOC(=N1)C(F)(F)F N-methyl-3-((4'-(5-(trifluoromethyl)-1,2,4-oxadiazol-3-yl)-[2,2'-bipyridyl]-5-yl)oxy)propan-1-amine